(2-((5-(1H-1,2,3-triazol-1-yl)pyridin-3-yl)methoxy)-5-chloro-4-((1-(2,3-dihydrobenzo[b][1,4]dioxin-6-yl)-2-oxo-1,2-dihydropyridin-3-yl)methoxy)benzyl)-D-serine N1(N=NC=C1)C=1C=C(C=NC1)COC1=C(CN[C@H](CO)C(=O)O)C=C(C(=C1)OCC=1C(N(C=CC1)C1=CC2=C(OCCO2)C=C1)=O)Cl